4-((1,4-oxazepan-4-yl)methyl)-2-methoxy-5-(1-methyl-1H-pyrazol-4-yl)aniline O1CCN(CCC1)CC1=CC(=C(N)C=C1C=1C=NN(C1)C)OC